3,6-bis(3-amino-5-trifluoromethylphenoxy)benzonorbornene NC=1C=C(OC2C3C4=C(C2CC3)C=C(C=C4)OC4=CC(=CC(=C4)C(F)(F)F)N)C=C(C1)C(F)(F)F